CC([C@@H](C(=O)N1[C@@H]([C@H]2C([C@H]2C1)(C)C)C(=O)NC1=CC(=C(C=C1)C)C(N[C@H](C)C1=CC=CC2=CC=CC=C12)=O)NC(C(F)(F)F)=O)(C)C (1R,2S,5S)-3-((S)-3,3-dimethyl-2-(2,2,2-trifluoroacetamido)butanoyl)-6,6-dimethyl-N-(4-methyl-3-(((R)-1-(naphthalen-1-yl)ethyl)carbamoyl)phenyl)-3-azabicyclo[3.1.0]hexane-2-carboxamide